5-((5-Methyl-1-(1-methyl-1H-pyrazol-4-yl)-1H-indazol-6-yl)oxy)-1-(oxetan-3-yloxy)-5,6,7,8-tetrahydronaphthalene-2-carbonitrile CC=1C=C2C=NN(C2=CC1OC1C=2C=CC(=C(C2CCC1)OC1COC1)C#N)C=1C=NN(C1)C